FS(C1=CC=C(C=C1)S(=O)(=O)Cl)(F)(F)(F)F 4-(pentafluorosulfanyl)benzenesulfonyl chloride